bis(phenanthrene) nickel [Ni].C1=CC=CC=2C3=CC=CC=C3C=CC12.C1=CC=CC=2C3=CC=CC=C3C=CC12